ClC1=C(CN2CCC(CC2)C(=O)O)C(=CC(=C1)C1CN(C1)C1=C(C=CC=C1Cl)Cl)C (2-chloro-4-(1-(2,6-dichlorophenyl)azetidin-3-yl)-6-methylbenzyl)-piperidine-4-carboxylic acid